(R)-3-(4-fluoropiperidin-1-yl)-3-(4-hydroxyphenyl)-7-(trifluoromethyl)indolin-2-one FC1CCN(CC1)[C@]1(C(NC2=C(C=CC=C12)C(F)(F)F)=O)C1=CC=C(C=C1)O